benzyl (2-((tert-butyldimethylsilyl)oxy)ethyl)glycinate [Si](C)(C)(C(C)(C)C)OCCNCC(=O)OCC1=CC=CC=C1